N1(CCC1)CCNC(=O)O[C@H]1[C@H](N(C[C@@H]1OC(=O)OC(C)(C)C)C(=O)OC(C)(C)C)CC1=CC=C(C=C1)OC tert-butyl (2R,3S,4S)-3-({[2-(azetidin-1-yl)ethyl]carbamoyl}oxy)-4-[(tert-butoxycarbonyl)oxy]-2-[(4-methoxyphenyl)methyl]pyrrolidine-1-carboxylate